CC1=C(C=CC(=C1)C)C(CC(=O)O)C1=C(C=C(C=C1)C)C 3,3-bis(2,4-dimethylphenyl)propionic acid